OC(CC=1C=C(C=C(C1)N1N=C2C(=N1)C=CC=C2)CCCC)CC 2-(2'-hydroxyl-3',5'-dibutylphenyl)benzotriazole